CC1=CC2C(CC2CC1)(C)C 3,8,8-trimethyl-bicyclo[4.2.0]oct-2-en